2'-(3-((2'-hydroxy-5'-methyl-3'-(2-methylnaphthalen-1-yl)-[1,1'-biphenyl]-2-yl)methoxy)propoxy)-5,5'-dimethyl-3-(2-methylnaphthalen-1-yl)-[1,1'-biphenyl]-2-ol OC1=C(C=C(C=C1C1=C(C=CC2=CC=CC=C12)C)C)C1=C(C=CC=C1)COCCCOC1=C(C=C(C=C1)C)C=1C(=C(C=C(C1)C)C1=C(C=CC2=CC=CC=C12)C)O